pyrimidin-2(1H)-one hydrochloride Cl.N1C(N=CC=C1)=O